ClC=1C(=NC=2CN(CCC2C1)CC=1N(C2=C(N1)C=CC(=C2F)C(=O)OC)C[C@H]2OCC2)O methyl 2-[(3-chloro-2-hydroxy-6,8-dihydro-5H-1,7-naphthyridin-7-yl)methyl]-4-fluoro-3-[(2S)-oxetan-2-ylmethyl]-1,3-benzodiazole-5-carboxylate